(1-ethyl-2-((S)-3-ethyl-1-(3-hydroxypropyl)-2,3-dihydro-1H-pyrrolo[1,2,3-de]quinoxalin-5-yl)-7-fluoro-1H-benzo[d]imidazol-5-yl)methanone C(C)N1C(=NC2=C1C(=CC(=C2)C=O)F)C2=CC=1C=3N2[C@H](CN(C3C=CC1)CCCO)CC